1-ethyl-6-(3-(quinolin-6-ylmethyl)-[1,2,4]triazolo[4,3-b]pyridazin-6-yl)-3,4-dihydroquinolin-2(1H)-one C(C)N1C(CCC2=CC(=CC=C12)C=1C=CC=2N(N1)C(=NN2)CC=2C=C1C=CC=NC1=CC2)=O